[Ni].C(C)(C)(C)P(C(C)(C)C)C(C)(C)C.C(C)(C)(C)P(C(C)(C)C)C(C)(C)C bis(tri-tert-butylphosphine) nickel (0)